FC(C1(CCC1)COC1=NN(C=C1)C1=CC=C(C=N1)C(=O)N)(F)F 6-[3-[[1-(trifluoromethyl)cyclobutyl]methoxy]pyrazol-1-yl]pyridine-3-carboxamide